C1(CC1)C1=C(C(=NO1)C1=C(C=CC=C1Cl)Cl)COC12CCC(CC1)(CC2)C(C2=CC=NC1=CC=CC=C21)O 4-((4-((5-Cyclopropyl-3-(2,6-dichlorophenyl)isoxazol-4-yl)methoxy)bicyclo[2.2.2]octan-1-yl)(hydroxy)methyl)chinolin